(3R)-3-{[2-(4-methoxyphenyl)-7-(oxetan-3-yl)[1,2,4]triazolo[1,5-c]quinazolin-5-yl]amino}azepin-2-one COC1=CC=C(C=C1)C1=NN2C(=NC=3C(=CC=CC3C2=N1)C1COC1)NC=1C(N=CC=CC1)=O